FC(OC1=CC=C(C=C1)CO)(F)F (4-trifluoromethoxy-phenyl)-methanol